COCC(C)(C)N1CCN(CC1)C1=CC=C(C=C1)C1=CC=C(C=C1)S(=O)(=O)N1CCC(=CC1)C(=O)N ((4'-(4-(1-methoxy-2-methyl-propane-2-yl)piperazine-1-yl)-[1,1'-biphenyl]-4-yl)sulfonyl)-1,2,3,6-tetrahydropyridine-4-formamide